1,2-oxazol-4-ylmethanol O1N=CC(=C1)CO